ClCC(CC1(NC(CC1)=C=O)C(=O)OCC)=C ethyl 2-(2-(chloromethyl) allyl)-5-carbonylpyrrolidine-2-carboxylate